C(C)(C)(C)OC(=O)NC1=CC=C(OC=2C3=C(SC2C2=C(C=C(C=C2)F)C(C)(F)F)C=C(C=C3)C(=O)OC)C=C1 methyl 3-(4-((tert-butoxycarbonyl)amino)phenoxy)-2-(2-(1,1-difluoroethyl)-4-fluorophenyl)benzo[b]thiophene-6-carboxylate